6-chloro-4-((3-(4-methylpiperazin-1-yl)propyl)amino)nicotinaldehyde ClC1=NC=C(C=O)C(=C1)NCCCN1CCN(CC1)C